FC(OC1=CC=C(C=N1)CC1CCC2(CN(C2)C(=O)N2CC3(C2)NC(COC3)=O)CC1)F 2-[7-[[6-(difluoromethoxy)-3-pyridyl]methyl]-2-azaspiro[3.5]nonane-2-carbonyl]-8-oxa-2,5-diazaspiro[3.5]nonan-6-one